N1CCC(CC1)CCCCCNC(OCCCC)=O butyl N-[5-(4-piperidyl)pentyl]carbamate